ClC1=CC2=C(N(C(N=C2N2C[C@H](N(C[C@@H]2C)C(=O)OC(C)(C)C)C)=O)C=2C(=NC=NC2C(C)C)C(C)C)N=C1Cl tert-butyl (2R,5S)-4-(6,7-dichloro-1-(4,6-diisopropylpyrimidin-5-yl)-2-oxo-1,2-dihydropyrido[2,3-d]pyrimidin-4-yl)-2,5-dimethylpiperazine-1-carboxylate